CC1=CC2=C(C3=CC=CC=C3C(=C2C=C1)OCC)OCC 2-methyl-9,10-diethoxy-anthracene